cis-5-(3-(1-cyclopropyl-1H-pyrazole-5-carboxamido)-1H-pyrazol-5-yl)tetrahydrofuran-3-yltert-butylcarbamate C1(CC1)N1N=CC=C1C(=O)NC1=NNC(=C1)[C@@H]1C[C@@H](CO1)N(C([O-])=O)C(C)(C)C